1-methyl-2-[[4-[5-(2-methylprop-1-enyl)-2-(2H-tetrazol-5-yl)phenyl]piperazin-1-yl]methyl]benzimidazole CN1C(=NC2=C1C=CC=C2)CN2CCN(CC2)C2=C(C=CC(=C2)C=C(C)C)C=2N=NNN2